(6-fluoro-1H-indazol-5-yl)-1,4,5,6-tetrahydro-2-methyl-6-oxo-4-[4-(trifluoromethyl)phenyl]-3-pyridinecarboxamide FC1=C(C=C2C=NNC2=C1)N1C(=C(C(CC1=O)C1=CC=C(C=C1)C(F)(F)F)C(=O)N)C